(E)-5-(p-tolyl)pent-4-enal (3S,4R)-4-{[7-isopropyl-5-(trifluoromethyl)imidazo[4,3-f][1,2,4]triazin-2-yl]amino}oxan-3-yl-acetate C(C)(C)C1=NC(=C2C=NC(=NN21)N[C@H]2[C@@H](COCC2)CC(=O)O)C(F)(F)F.C2(=CC=C(C=C2)/C=C/CCC=O)C